cyclobutanic acid C1(CCC1)C(=O)O